(R)-gamma-amino-beta-hydroxybutyrate NC[C@@H](CC(=O)[O-])O